ClC1=NN(C(=C1)C=O)C 3-CHLORO-1-METHYL-1H-PYRAZOLE-5-CARBALDEHYDE